lithium 3-((4-methylpiperazin-1-yl)methyl)-5-(trifluoromethyl)benzoate CN1CCN(CC1)CC=1C=C(C(=O)[O-])C=C(C1)C(F)(F)F.[Li+]